2-(2-aminopyridin-4-yl)-N-(6-methoxy-2-(piperidin-4-yl)-2H-indazol-5-yl)oxazole-4-carboxamide trifluoroacetate salt FC(C(=O)O)(F)F.NC1=NC=CC(=C1)C=1OC=C(N1)C(=O)NC1=CC2=CN(N=C2C=C1OC)C1CCNCC1